BrC1=C(C=C2C(=NC(=NC2=C1F)Cl)O[C@@H]1[C@@H](N(CC1)C(=O)OC(C)(C)C)C)C(F)(F)F tert-butyl cis-3-[7-bromo-2-chloro-8-fluoro-6-(trifluoromethyl) quinazolin-4-yl]oxy-2-methyl-pyrrolidine-1-carboxylate